BrC=1C=C2C(=C(C=NC2=CC1F)C(=O)N)NC(C)C 6-bromo-7-fluoro-4-(isopropylamino)quinoline-3-carboxamide